pyridine bisimine N=1C(C(C=CC1)=N)=N